CYANOTRIAZOLE C1=NNN=C1C#N